Butyl (trans-4-(2-(4-(4-(2,6-dioxopiperidin-3-yl)phenyl)piperazin-1-yl)ethyl)cyclohexyl)carbamate O=C1NC(CCC1C1=CC=C(C=C1)N1CCN(CC1)CC[C@@H]1CC[C@H](CC1)NC(OCCCC)=O)=O